2-[1-[6-Methyl-2-[3-(2-methylpyrazol-3-yl)pyrrolidin-1-yl]-4-oxo-chromen-8-yl]ethylamino]benzoic acid CC=1C=C2C(C=C(OC2=C(C1)C(C)NC1=C(C(=O)O)C=CC=C1)N1CC(CC1)C=1N(N=CC1)C)=O